NCC#CC1=CC=CC(=N1)C#CCNC(C[C@H]1C=2N(C3=C(C(=N1)C1=CC=C(C=C1)Cl)C(=C(S3)C)C)C(=NN2)C)=O (S)-N-(3-(6-(3-aminoprop-1-yn-1-yl)pyridin-2-yl)prop-2-yn-1-yl)-2-(4-(4-chlorophenyl)-2,3,9-trimethyl-6H-thieno[3,2-f][1,2,4]triazolo[4,3-a][1,4]diazepin-6-yl)acetamide